C(C1=CC=CC=C1)OC=1C=C(C(=NC1)F)Cl 5-(benzyloxy)-3-chloro-2-fluoropyridine